1-(5-acetyl-4-hydroxy-2-methoxyphenyl)-3-(4-fluorobenzyl)urea C(C)(=O)C=1C(=CC(=C(C1)NC(=O)NCC1=CC=C(C=C1)F)OC)O